3-(methoxymethyl)-1-((2-methyl-1,2,3,4-tetrahydroisoquinolin-7-yl)methyl)-1H-pyrazole-4-carboxylic acid methyl ester COC(=O)C=1C(=NN(C1)CC1=CC=C2CCN(CC2=C1)C)COC